[C-]#N.C[NH+]1C=C(CC1)C 1,3-dimethylpyrrolinium cyanide